[Hf].C(CCOC1=C(C=C(C=C1Br)Cl)C=1C(=C(C=C(C1)C(C)(CC(C)(C)C)C)N1C2=CC=C(C=C2C=2C=C(C=CC12)C(C)(C)C)C(C)(C)C)O)OC1(C(=CC(=CC1N1C2=CC=C(C=C2C=2C=C(C=CC12)C(C)(C)C)C(C)(C)C)C(C)(CC(C)(C)C)C)C1=CC(=CC(=C1)Cl)Br)O 2',2''-(propane-1,3-diylbis(oxy))bis(3'-bromo-5'-chloro-3-(3,6-di-tert-butyl-9H-carbazol-9-yl)-5-(2,4,4-trimethylpentan-2-yl)biphenyl-2-ol) hafnium